(+/-)-trans-tert-Butyl-3-{methyl}-4-(4-methoxyphenyl)piperidine C(C)(C)(C)N1C[C@H]([C@@H](CC1)C1=CC=C(C=C1)OC)C |r|